(2S,3S,4S,5R,6S)-2-(methoxycarbonyl)-6-(2-nitro-4-(1-(((4-nitrophenoxy)carbonyl)oxy)but-3-yn-1-yl)phenoxy)tetrahydro-2H-pyran-3,4,5-triyl triacetate C(C)(=O)O[C@@H]1[C@H](O[C@H]([C@@H]([C@H]1OC(C)=O)OC(C)=O)OC1=C(C=C(C=C1)C(CC#C)OC(=O)OC1=CC=C(C=C1)[N+](=O)[O-])[N+](=O)[O-])C(=O)OC